FC=1C=C(C=NC1)CC1CC2(CN(C2)C(=O)N2C[C@H](CC2)N2N=NN=C2)C1 [6-[(5-Fluoro-3-pyridyl)methyl]-2-azaspiro[3.3]heptan-2-yl]-[(3S)-3-(tetrazol-1-yl)pyrrolidin-1-yl]methanone